6-(5,6-dimethoxypyridin-3-yl)-N-(1-phenylethyl)quinazolin-4-amine COC=1C=C(C=NC1OC)C=1C=C2C(=NC=NC2=CC1)NC(C)C1=CC=CC=C1